benzyl (2',5'-difluoro-[1,1'-biphenyl]-4-carbonyl)glycinate FC1=C(C=C(C=C1)F)C1=CC=C(C=C1)C(=O)NCC(=O)OCC1=CC=CC=C1